FC1([C@@H]([C@@H](N(C1)C(=O)C1(CCC1)O)CC1=C(C(=CC=C1)C=1N=C(SC1)C)F)NS(N(C)C)(=O)=O)F N'-[(2S,3R)-4,4-difluoro-2-{[2-fluoro-3-(2-methyl-1,3-thiazol-4-yl)phenyl]methyl}-1-(1-hydroxycyclobutane-1-carbonyl)pyrrolidin-3-yl]-N,N-dimethylsulfuric diamide